(Z)-2-(3-(bicyclo[3.1.1]heptan-3-yloxy)-6-(2-fluoro-2-(4-(pyridazin-4-yl)pyrimidin-2-yl)vinyl)-2-(trifluoromethyl)phenyl)-9-ethyl-2,9-diazaspiro[5.5]undecane C12CC(CC(C1)C2)OC=2C(=C(C(=CC2)\C=C(\C2=NC=CC(=N2)C2=CN=NC=C2)/F)N2CC1(CCC2)CCN(CC1)CC)C(F)(F)F